undecyl (4-hydroxy-3-methylphenyl) sulfide OC1=C(C=C(C=C1)SCCCCCCCCCCC)C